[Cl-].NC1=CC=C(C=C1)N1C(C=C(C=C1)Br)=C1N(C=CC(=C1)Br)C1=CC=C(C=C1)N 1,1'-bis(4-aminophenyl)-4,4'-dibromobipyridyl chloride